C(#N)C1=C(C=CC=C1)[C@@H]([C@H](C)C=1N(C(C(=C(N1)C(=O)NC=1C=NOC1)O)=O)C)C1=NC(=CN=C1C)C 2-((1r,2s)-1-(2-cyanophenyl)-1-(3,6-dimethylpyrazin-2-yl)propan-2-yl)-5-hydroxy-N-(isoxazol-4-yl)-1-methyl-6-oxo-1,6-dihydropyrimidine-4-carboxamide